2-[3-[2-(2,6-dioxo-3-piperidyl)-1,3-dioxo-isoindolin-4-yl]propoxy]ethyl 4-methylbenzenesulfonate CC1=CC=C(C=C1)S(=O)(=O)OCCOCCCC1=C2C(N(C(C2=CC=C1)=O)C1C(NC(CC1)=O)=O)=O